2,2'-Diisopropyl-4,4',5,5'-tetra(4-methoxyphenyl)-1,1',3,3'-tetramethyl-2,2',3,3'-tetrahydro-1H,1'H-2,2'-biimidazole C(C)(C)C1(N(C(=C(N1C)C1=CC=C(C=C1)OC)C1=CC=C(C=C1)OC)C)C1(N(C(=C(N1C)C1=CC=C(C=C1)OC)C1=CC=C(C=C1)OC)C)C(C)C